CN1C(N(C2=NC(=NC=C12)NC=1C=NC(=CC1C)C(F)(F)F)C1CCOCC1)=O 7-methyl-2-((4-methyl-6-(trifluoromethyl)pyridin-3-yl)amino)-9-(tetrahydro-2H-pyran-4-yl)-7,9-dihydro-8H-purin-8-one